[Cl-].C(CC)[NH+]1C(CCC1)CC 1-Propyl-2-ethylpyrrolidinium chlorid